N-((4-Fluorophenyl)(2-oxooxazolidin-3-yl)((4-nitrobenzoyl)imino)-λ6-sulfaneylidene)-4-nitrobenzenesulfonamide FC1=CC=C(C=C1)S(=NS(=O)(=O)C1=CC=C(C=C1)[N+](=O)[O-])(=NC(C1=CC=C(C=C1)[N+](=O)[O-])=O)N1C(OCC1)=O